CN(CCCN(CC(C)O)CC(C)O)C [(3-(dimethylamino)propyl)imino]bispropan-2-ol